tert-butyl (4-(6-chloro-8-fluoro-2-(((2R,7aS)-2-fluorotetrahydro-1H-pyrrolizin-7a(5H)-yl)methoxy)-4-(methylthio)quinazolin-7-yl)-7-fluorobenzo[d]thiazol-2-yl)carbamate ClC=1C=C2C(=NC(=NC2=C(C1C1=CC=C(C2=C1N=C(S2)NC(OC(C)(C)C)=O)F)F)OC[C@]21CCCN1C[C@@H](C2)F)SC